COC1=CC=C2C(=N1)CC1(CCNCC1)[C@@H]2N[S@](=O)C(C)(C)C (R)-N-[(5S)-2-methoxy-5,7-dihydrospiro[cyclopenta[b]pyridine-6,4'-piperidin]-5-yl]-2-methylpropane-2-sulfinamide